(7S,12bR)-7,8,9-trifluoro-1H,2H,3H,4H,6H,7H,12bH-indolo[2,3-a]quinolizin-4-one F[C@H]1C2=C([C@H]3CCCC(N3C1)=O)NC1=CC=C(C(=C12)F)F